8-bromo-6-(6-azaspiro[2.5]octane-6-yl)Quinoline-5-carboxylic acid BrC1=CC(=C(C=2C=CC=NC12)C(=O)O)N1CCC2(CC2)CC1